1λ2-pyrazole [N]1N=CC=C1